C12CNCC(CC1)N2C2=NC=1CCN(CC1C=C2)C(=O)N2CCCC2 (2-(3,8-diazabicyclo[3.2.1]oct-8-yl)-7,8-dihydro-1,6-naphthyridin-6(5H)-yl)(pyrrolidin-1-yl)methanone